CN1C=CC2=NC(=CC(=C21)C=C)C#N 1-methyl-7-vinyl-1H-pyrrolo[3,2-b]pyridine-5-carbonitrile